hexane-2,4-diol CC(CC(CC)O)O